4-[5-[5-[(1R)-1-(3,5-dichloro-4-pyridyl)ethoxy]-1H-indazol-3-yl]-3-methoxy-2-pyridyl]morpholine ClC=1C=NC=C(C1[C@@H](C)OC=1C=C2C(=NNC2=CC1)C=1C=C(C(=NC1)N1CCOCC1)OC)Cl